(1-(2-aminooxazolo[4,5-c]pyridin-7-yl)azepan-4-yl)((S)-6,8-dichloro-1-methyl-3,4-dihydroisoquinolin-2(1H)-yl)methanone NC=1OC2=C(C=NC=C2N2CCC(CCC2)C(=O)N2[C@H](C3=C(C=C(C=C3CC2)Cl)Cl)C)N1